(R)-N-((S)-3-(Dibenzylamino)-1,1-difluoropropan-2-yl)-2-methylpropane-2-sulfinamide C(C1=CC=CC=C1)N(C[C@@H](C(F)F)N[S@](=O)C(C)(C)C)CC1=CC=CC=C1